C1(CCCCC1)[C@@H](C(=O)NC=1C=C2CC(CC2=CC1)(N1C(N[C@@H](C1)CCC1=CC=CC=C1)=O)C(NC)=O)NC(=O)C1=CC=NN1C N-((1S)-1-cyclohexyl-2-((2-(methylcarbamoyl)-2-((R)-2-oxo-4-phenethylimidazolidin-1-yl)-2,3-dihydro-1H-inden-5-yl)amino)-2-oxoethyl)-1-methyl-1H-pyrazole-5-carboxamide